C(C)(=O)N1CC2(CC2)C(C1)C1=NN=C(O1)C=1C(=CC2=C(N(C([C@H](CS2(=O)=O)N)=O)CC2=CC=C(C=C2)Cl)C1)F (3R)-7-[5-(5-acetyl-5-azaspiro[2.4]heptan-7-yl)-1,3,4-oxadiazol-2-yl]-3-amino-5-[(4-chlorophenyl)methyl]-8-fluoro-1,1-dioxo-2,3-dihydro-1lambda6,5-benzothiazepin-4-one